C([C@@H]([C@@H](COP(=O)([O-])[O-])O)O)O The molecule is dianion of D-erythritol 4-phosphate arising from deprotonation of both OH groups of the phosphate. It is a conjugate base of a D-erythritol 4-phosphate.